allyl 4-(4-(tert-butoxycarbonyl)piperazin-1-yl)-2-chloro-8-oxo-5,6,7,8-tetrahydroquinazoline-7-carboxylate C(C)(C)(C)OC(=O)N1CCN(CC1)C1=NC(=NC=2C(C(CCC12)C(=O)OCC=C)=O)Cl